(3R)-N-[5-(2-chloro-5-nitrophenyl)-1H-indazol-3-yl]piperidine-3-carboxamide hydrochloride Cl.ClC1=C(C=C(C=C1)[N+](=O)[O-])C=1C=C2C(=NNC2=CC1)NC(=O)[C@H]1CNCCC1